(2S,5R)-5-(2-chlorophenyl)-1-(2-isobutoxy-[1,1'-biphenyl]-4-carbonyl)pyrrolidine-2-carboxylic acid ClC1=C(C=CC=C1)[C@H]1CC[C@H](N1C(=O)C1=CC(=C(C=C1)C1=CC=CC=C1)OCC(C)C)C(=O)O